N1=CC=C(C=C1)C1=CN=CN1 5-(4-pyridyl)imidazole